1-[2,3-difluoro-4-[5-(trifluoromethyl)-1,2,4-oxadiazol-3-yl]phenyl]-N-methoxy-methylamine FC1=C(C=CC(=C1F)C1=NOC(=N1)C(F)(F)F)CNOC